C(#N)C=1C=C(C=CC1)C(CCC(=O)O)=O 4-(3-Cyanophenyl)-4-oxobutanoic acid